7-chloro-8-fluoro-5-(2-hydroxyethyl)amino-2-methylthiopyrido[4,3-d]pyrimidin-4-ol ClC1=C(C=2N=C(N=C(C2C(=N1)NCCO)O)SC)F